COC(C(C)C1=C(C=CC=C1)OCC=CC)=O 2-(2-(but-2-enyloxy)phenyl)propionic acid methyl ester